C1(NC[C@@H]2[C@H]3[C@H]4[C@@H]([C@@H]([C@H]12)C=C3)C4)C#N |r| rac-(3aR,4R,4aR,5aS,6S,6aS)-1,2,3,3a,4,4a,5,5a,6,6a-decahydro-4,6-ethenocyclopropa[f]isoindole-1-carbonitrile